ClC1=CC=C2C(N3C(=NC2=C1)C(C1=CC(=CC=C13)[N+](=O)[O-])=O)=O 3-chloro-8-nitroindolo[2,1-b]quinazoline-6,12-dione